chloro-3,3-difluoro-1-propene ClC=CC(F)F